ClCC1=CC(=NO1)C1=CC(=C(C=C1)F)OC 5-(Chloromethyl)-3-(4-fluoro-3-methoxyphenyl)isoxazole